hexyl propionate C(CC)(=O)OCCCCCC